FC1(C(C1)C(=O)NC1=C2C=CN(C2=CC=C1)C1=NC(=NC=C1)NC=1C=NN(C1)C)F 2,2-difluoro-N-(1-(2-((1-methyl-1H-pyrazol-4-yl)amino)pyrimidin-4-yl)-1H-indol-4-yl)cyclopropane-1-carboxamide